pyrimidine tert-butyl-(2S)-4-[7-(6-{bis[(4-methoxyphenyl)methyl]-amino}-3-iodo-4-methylpyridin-2-yl)-6-chloro-2,8-difluoroquinazolin-4-yl]-2-(cyanomethyl)-piperazine-1-carboxylate C(C)(C)(C)OC(=O)N1[C@H](CN(CC1)C1=NC(=NC2=C(C(=C(C=C12)Cl)C1=NC(=CC(=C1I)C)N(CC1=CC=C(C=C1)OC)CC1=CC=C(C=C1)OC)F)F)CC#N.N1=CN=CC=C1